4-((7-Cyclobutoxy-4-oxo-3,4-dihydrophthalazin-1-yl)methyl)picolinic acid C1(CCC1)OC1=CC=C2C(NN=C(C2=C1)CC1=CC(=NC=C1)C(=O)O)=O